NCC(=O)NC=1SC=C(N1)C1=CC(=CC=C1)N1C=NC(=C1)C 2-amino-N-(4-(3-(4-methyl-1H-imidazol-1-yl)phenyl)thiazol-2-yl)acetamide